(1H-imidazo[4,5-c]pyridin-6-yl)acetamide N1C=NC=2C=NC(=CC21)CC(=O)N